2-(1-methylsulfonyl-cyclopropyl)aniline CS(=O)(=O)C1(CC1)C1=C(N)C=CC=C1